4-((5-(4-(1H-imidazol-1-yl)phenyl)-1H-pyrazol-3-yl)amino)-3-methylphenol N1(C=NC=C1)C1=CC=C(C=C1)C1=CC(=NN1)NC1=C(C=C(C=C1)O)C